OC1CN(CC1)C1=CC=C(C=C1)NC1=NC2=C(C=CC=C2C=N1)C=1C=C(C=CC1)NC(C=C)=O N-(3-(2-((4-(3-hydroxypyrrolidin-1-yl)phenyl)amino)quinazolin-8-yl)phenyl)acrylamide